OC1=C(C(=O)O)C=CC=C1 (E)-2-hydroxy-benzoic acid